(R)-5-((1H-1,2,3-triazol-1-yl)methyl)-3-(4-(2,2-dioxido-2-thia-7-azaspiro[3.5]nonan-7-yl)-3-fluorophenyl)oxazolidin-2-one N1(N=NC=C1)C[C@H]1CN(C(O1)=O)C1=CC(=C(C=C1)N1CCC2(CS(C2)(=O)=O)CC1)F